1-(cyclohex-1-en-1-yl)-5-(2,6-dichloro-4-nitrophenoxy)pyridine C1(=CCCCC1)N1CC=CC(=C1)OC1=C(C=C(C=C1Cl)[N+](=O)[O-])Cl